1-(1-ethyl-1H-pyrazol-4-yl)-7-oxo-6-phenyl-N-(3-sulfonylaminophenyl)-4,5,6,7-tetrahydro-1H-pyrazolo[3,4-c]pyridine-3-carboxamide C(C)N1N=CC(=C1)N1N=C(C2=C1C(N(CC2)C2=CC=CC=C2)=O)C(=O)NC2=CC(=CC=C2)N=S(=O)=O